4-(4-bromo-2-chlorophenyl)piperidine BrC1=CC(=C(C=C1)C1CCNCC1)Cl